2-(1-morpholinocyclobutyl)thiazole-5-sulfonyl chloride O1CCN(CC1)C1(CCC1)C=1SC(=CN1)S(=O)(=O)Cl